(2R)-2-(tert-butoxycarbonylamino)-3,3,3-trideuterio-propanoic acid C(C)(C)(C)OC(=O)N[C@@H](C(=O)O)C([2H])([2H])[2H]